ClC1=CC(=CN=N1)OC(C)C=1N=C2N(C=C(C=C2N2C(OCC2)=O)C2CC2)C1 3-(2-(1-((6-chloropyridazin-4-yl)oxy)ethyl)-6-cyclopropylimidazo[1,2-a]pyridin-8-yl)oxazolidin-2-one